N-(5-chloro-6-(2H-1,2,3-triazol-2-yl)pyridin-3-yl)-1-(1-(methylamino)isoquinolin-4-yl)-5-(trifluoromethyl)-1H-pyrazole-4-carboxamide ClC=1C=C(C=NC1N1N=CC=N1)NC(=O)C=1C=NN(C1C(F)(F)F)C1=CN=C(C2=CC=CC=C12)NC